4-(4-amyl-cyclohexyl)benzene C(CCCC)C1CCC(CC1)C1=CC=CC=C1